C(#N)C1=C(C(=C(C(=C1N1C2=CC=C(C=C2C=2C=C(C=CC12)C#N)C#N)C1=NC(=NC(=N1)C1=CC=CC=C1)C1=CC=CC=C1)C1=CC=C(C=C1)N1C2=CC=C(C=C2C=2C=C(C=CC12)C#N)C#N)N1C2=CC=C(C=C2C=2C=C(C=CC12)C#N)C#N)C1=CC=C(C=C1)N1C2=CC=C(C=C2C=2C=C(C=CC12)C#N)C#N 9,9',9'',9'''-(4'-cyano-6'-(4,6-diphenyl-1,3,5-triazin-2-yl)-[1,1':3',1''-terphenyl]-2',4,4'',5'-tetrayl)tetrakis(9H-carbazole-3,6-dicarbonitrile)